ClC1=NC=CC(=C1C1=NC2=C(N1)CC(CC2)OC)C2=CC=CC=C2 2-(2-chloro-4-phenylpyridin-3-yl)-6-methoxy-4,5,6,7-tetrahydro-1H-benzo[d]imidazole